(S)-tert-butyl 2-(6-chloro-2-(1-cyclopropyl-1H-pyrazole-4-carbonyl)-1,2,3,4-tetrahydroisoquinoline-8-yl)pyrrolidine-1-carboxylate ClC=1C=C2CCN(CC2=C(C1)[C@H]1N(CCC1)C(=O)OC(C)(C)C)C(=O)C=1C=NN(C1)C1CC1